5-[5-[(1R)-1-(3,5-dimethylpyridazin-4-yl)ethoxy]-1H-indazol-3-yl]-2,3-dimethoxy-benzonitrile CC=1N=NC=C(C1[C@@H](C)OC=1C=C2C(=NNC2=CC1)C=1C=C(C(=C(C#N)C1)OC)OC)C